6-chloro-N-[(1S)-1-[2-[6-(difluoromethyl)pyrimidin-4-yl]-1,2,4-triazol-3-yl]ethyl]-8-(difluoromethylsulfonyl)quinazolin-4-amine ClC=1C=C2C(=NC=NC2=C(C1)S(=O)(=O)C(F)F)N[C@@H](C)C=1N(N=CN1)C1=NC=NC(=C1)C(F)F